C(C)(C)C1=C(NC2=CC=C(C=C12)C1CCN(CC1)CC(C)(O)C)C1=CC(=NC2=CC=CC=C12)C 1-(4-(3-isopropyl-2-(2-methylquinolin-4-yl)-1H-indol-5-yl)piperidin-1-yl)-2-methylpropan-2-ol